C1=CC=CC=2C3=CC=CC=C3N(C12)C1=C(C#N)C(=C(C(=C1C#N)N1C2=CC=CC=C2C=2C=CC=CC12)Cl)N1C2=CC=CC=C2C=2C=CC=CC12 2,4,6-tri(9H-carbazol-9-yl)-5-chloroisophthalonitrile